C(=O)O.ClC=1N=NC(=C(N1)N1CC2(CN(C2)[C@@H](C(C)C)CCCN(C)C)CC1)OC1=C(C(=O)N(C(C)C)CC)C=C(C=C1)F (R)-2-((3-chloro-5-(2-(6-(dimethylamino)-2-methylhexan-3-yl)-2,6-diazaspiro[3.4]octan-6-yl)-1,2,4-triazin-6-yl)oxy)-N-ethyl-5-fluoro-N-isopropylbenzamide formate